FC(C1=C(CC2C(N(CCC2)C2=NC(=NN2COCC[Si](C)(C)C)C2=CN=NC=C2)=O)C=CC(=C1)F)F 3-(2-(difluoromethyl)-4-fluorobenzyl)-1-(3-(pyridazin-4-yl)-1-((2-(trimethylsilyl)ethoxy)methyl)-1H-1,2,4-triazol-5-yl)piperidin-2-one